2-(4-(6-((4-chlorobenzyl)oxy)pyridin-2-yl)-2,5-difluorobenzyl)-1-(4,4-dimethyltetrahydrofuran-3-yl)-1H-benzo[d]imidazole-6-carboxylic acid ClC1=CC=C(COC2=CC=CC(=N2)C2=CC(=C(CC3=NC4=C(N3C3COCC3(C)C)C=C(C=C4)C(=O)O)C=C2F)F)C=C1